COC1=C(C=CC=C1OC)C=CC(=O)N1CCNCC1 4-(3-(2,3-dimethoxyphenyl)acryloyl)piperazine